C(CCCCCCCCCCCC=CCCCCCCCC)(=O)OCCCCCCCCCCCCCCC(=O)O 15-(docos-13-enoyloxy)-pentadecanoic acid